4-nitro-1-(2-trimethylsilylethoxymethyl)-1H-pyrazole [N+](=O)([O-])C=1C=NN(C1)COCC[Si](C)(C)C